C=1N=CN2C1C1=CC=CC=C1[C@@H]2[C@@H]2[C@H](C1(C2)CCN(CC1)S(=O)(=O)C)O (1R,2R)-2-[(5S)-5H-Imidazo[4,3-a]isoindol-5-yl]-7-methansulfonyl-7-azaspiro[3.5]nonan-1-ol